N-methyl-5-(2-methylpyridin-4-yl)-1H-imidazol-2-amine CNC=1NC(=CN1)C1=CC(=NC=C1)C